CC(CCC1CCC(CC1)O)C 4-(3-methylbutyl)-cyclohexanol